ClC1=C(C=C(C=C1)[C@@H]1O[C@@H]([C@H]([C@@H]([C@H]1O)O)O)CO)CC1=CC=C(C=C1)OCC (2S,3r,4r,5S,6r)-2-[4-chloro-3-(4-ethyloxybenzyl)phenyl]-6-(hydroxymethyl)tetrahydro-2H-pyran-3,4,5-triol